ClC1=CNC2=CC(=C(C=C12)CNC1=CC(=NC=N1)N1C[C@H](C[C@@H]1C=1N=C2N(C=C(C=C2)C2CC2)C1)O)F (3S,5R)-1-(6-(((3-chloro-6-fluoro-1H-indol-5-yl)methyl)amino)pyrimidin-4-yl)-5-(6-cyclopropylimidazo[1,2-a]pyridin-2-yl)pyrrolidin-3-ol